1-(4-fluorophenyl)propan-2-yn-1-ol FC1=CC=C(C=C1)C(C#C)O